methyl (2RS)-6-oxopiperidine-2-carboxylate O=C1CCC[C@@H](N1)C(=O)OC |r|